N=1OC=C2C1C=C(C=C2)CC(C)=O 1-(2,1-benzoxazol-6-yl)propan-2-one